2-acetyl-pyrazine C(C)(=O)C1=NC=CN=C1